C(C)(=O)[O-].[NH4+].C1(CC1)CN1C(=CC=2C1=C(N=CC2)C2CCN(CC2)C(=O)OC(C)(C)C)\C=C(/C)\[N+](=O)[O-] tert-Butyl (E)-4-(1-(cyclopropylmethyl)-2-(2-nitroprop-1-en-1-yl)-1H-pyrrolo[2,3-c]pyridin-7-yl)piperidine-1-carboxylate Ammonium acetate